N1=CC(=C2N1CCCC2)C(=O)N 4,5,6,7-tetrahydropyrazolo[1,5-a]Pyridine-3-carboxamide